2-(6-((2,6-dichloro-1-(1-propyl-1H-pyrazol-4-yl)-7-fluoro-1H-indol-3-yl)thio)pyridine-2-yl)-2-methylpropanoic acid ClC=1N(C2=C(C(=CC=C2C1SC1=CC=CC(=N1)C(C(=O)O)(C)C)Cl)F)C=1C=NN(C1)CCC